BrC(C)C1=CC(=CN2C1=NC(=CC2=O)N2CC1=CC=CC=C1C2)C 9-(1-bromoethyl)-2-(isoindolin-2-yl)-7-methyl-4H-pyrido[1,2-a]pyrimidin-4-one